CN1C(C=C(C2=C1N=C(N=C2)NC2=CC(=C(C=C2)N2CCN(CC2)C)OCCC)C#C[Si](C(C)C)(C(C)C)C(C)C)=O 8-Methyl-2-((4-(4-methylpiperazin-1-yl)-3-propoxyphenyl)amino)-5-((triisopropylsilyl)ethynyl)pyrido[2,3-d]pyrimidin-7(8H)-one